tert-Butyl 2-((2-chloro-4-nitrobenzyl)oxy)acetate ClC1=C(COCC(=O)OC(C)(C)C)C=CC(=C1)[N+](=O)[O-]